C1(CC1)C(=O)NC1=NC=C(C(=C1)NC=1C(=C(C(=O)NCC2=CC=C(C=N2)NC(OC(C)(C)C)=O)C=CC1)OC)C(NC([2H])([2H])[2H])=O tert-butyl (6-((3-((2-(cyclopropanecarboxamido)-5-((methyl-d3)carbamoyl) pyridine-4-yl)amino)-2-methoxybenzamido)methyl)pyridin-3-yl)carbamate